C(C1=CC=CC=C1)OC1=C(N=CC(=N1)C1=CC(CC1)O)C(F)F 3-(6-(benzyloxy)-5-(difluoromethyl)pyrazin-2-yl)cyclopent-2-en-1-ol